CN1N=NC(=C1C1=CC2=C(C3=NC=C(C=C3N2C(C2CCOCC2)C2=NC=CC=C2F)C(=O)OC)S1)C Methyl 2-(1,4-dimethyl-1H-1,2,3-triazol-5-yl)-4-((3-fluoropyridin-2-yl) (tetrahydro-2H-pyran-4-yl) methyl)-4H-thieno[2',3':4,5]pyrrolo[3,2-b]pyridine-6-carboxylate